FC1=C(C=C(C2=C1N=C(O2)C=2C=C(C=CC2)C2=C(C=C(C=C2)F)C2=NN=CN2C)C)CNCCOC N-((4-Fluoro-2-(4'-fluoro-2'-(4-methyl-4H-1,2,4-triazol-3-yl)-[1,1'-biphenyl]-3-yl)-7-methylbenzo[d]oxazol-5-yl)methyl)-2-methoxyethan-1-amine